CC1(CC(=NO1)SC#N)C 5,5-dimethyl-3-thiocyanato-4,5-dihydroisoxazole